ClC=1C=C(C=C(C1F)Cl)C1(CC(=NO1)N1CC=2N=C(N=CC2C1)C(=O)NC1CN(C1)S(=O)(=O)C(F)(F)F)C(F)(F)F 6-(5-(3,5-dichloro-4-fluorophenyl)-5-(trifluoromethyl)-4,5-dihydroisoxazol-3-yl)-N-(1-((trifluoromethyl)sulfonyl)azetidin-3-yl)-6,7-dihydro-5H-pyrrolo[3,4-d]pyrimidine-2-carboxamide